BrCC1=C(C=C(C(=C1)F)C)F 1-(bromomethyl)-2,5-difluoro-4-methyl-benzene